C1(CCC1)C=1C=CC(=NC1C(F)(F)F)CO (5-cyclobutyl-6-(trifluoromethyl)pyridin-2-yl)methanol